C(\C=C\C(=O)OCN(C1(CC1)C#N)C(C1=C(C=CC(=C1)C=1C=NN(C1)C1=C(C=C(C=C1OC(F)(F)F)C(C(F)(F)F)(C(F)(F)F)F)Cl)Cl)=O)(=O)OC(C)(C)C tert-Butyl [(2-chloro-5-{1-[2-chloro-4-(1,1,1,2,3,3,3-heptafluoropropan-2-yl)-6-(trifluoromethoxy) phenyl]-1H-pyrazol-4-yl}benzoyl)(1-cyanocyclopropyl)amino]methyl (2E)-but-2-enedioate